1-((1S,5R)-6-(4-((4-([1,2,4]triazolo[1,5-a]pyridin-7-yloxy)-2-fluoro-3-methylphenyl)amino)pyrido[3,2-d]pyrimidin-6-yl)-2,6-diazabicyclo[3.2.1]octan-2-yl)but-2-yn-1-one N=1C=NN2C1C=C(C=C2)OC2=C(C(=C(C=C2)NC=2C1=C(N=CN2)C=CC(=N1)N1[C@@H]2CCN([C@H](C1)C2)C(C#CC)=O)F)C